24-Hydroxy-nonacosanoic acid OC(CCCCCCCCCCCCCCCCCCCCCCC(=O)O)CCCCC